BrC=1C(=C(C=CC1)NC1=NC=CC=2C1=NC=C(C2)C=O)C 8-[(3-Bromo-2-methylphenyl)amino]pyrido[3,4-b]pyridine-3-carbaldehyde